2,6-Difluoro-3-(6-(4-(hydroxymethyl)-4-methoxypiperidin-1-yl)-1-methyl-1H-pyrazolo[3,4-d]pyrimidin-3-yl)-5-(trifluoromethyl)phenol FC1=C(C(=C(C=C1C1=NN(C2=NC(=NC=C21)N2CCC(CC2)(OC)CO)C)C(F)(F)F)F)O